pyrocatecholmonoglycidyl ether tert-butyl-4-[4-(4-{1-[(tert-butoxy)carbonyl]-1,2,3,6-tetrahydropyridin-4-yl}-3-methylthiophene-2-amido)phenyl]-1,2,3,6-tetrahydropyridine-1-carboxylate C(C)(C)(C)OC(=O)N1CCC(=CC1)C1=CC=C(C=C1)NC(=O)C=1SC=C(C1C)C=1CCN(CC1)C(=O)OC(C)(C)C.C1(O)=C(O)C(=CC=C1)C1C(COCC2C(O2)C=2C(=C(O)C=CC2)O)O1